5-[(1S)-1-(4-chloro-2-methylphenoxy)ethyl]-2H-1,2,3,4-tetrazole ClC1=CC(=C(O[C@@H](C)C=2N=NNN2)C=C1)C